tert-Butyl 6-(6-(2-((tert-butoxycarbonyl)amino)-3-cyano-7-fluorothieno[3,2-c]pyridin-4-yl)-5-chloro-7,9-dihydrofuro[3,4-f]quinazolin-3-yl)-1,6-diazaspiro[3.4]octane-1-carboxylate C(C)(C)(C)OC(=O)NC1=C(C=2C(=NC=C(C2S1)F)C=1C2=C(C=3C=NC(=NC3C1Cl)N1CC3(CCN3C(=O)OC(C)(C)C)CC1)COC2)C#N